6-(4-Bromo-2-chloro-phenylamino)-7-fluoro-3-methyl-3H-benzo-imidazole-5-carboxylic acid BrC1=CC(=C(C=C1)NC=1C(=CC2=C(N=CN2C)C1F)C(=O)O)Cl